FC(C=1C(=C(C=CC1)[C@@H](C)NC=1C=2C(N=C(N1)C)=C(C(N(C2)C2(CC2)CF)=O)C2(CCN(CC2)C2COC2)O)F)F (R)-4-((1-(3-(difluoromethyl)-2-fluorophenyl)ethyl)amino)-6-(1-(fluoromethyl)cyclopropyl)-8-(4-Hydroxy-1-(oxetan-3-yl)piperidin-4-yl)-2-methylpyrido[4,3-d]pyrimidin-7(6H)-one